monosodium aniline-2,5-disulfonate, hydrate O.NC=1C(=CC=C(C1)S(=O)(=O)O)S(=O)(=O)[O-].[Na+]